C[C@@H]1N([C@@H](CC[C@H]1C)C1=CC=CC=C1)C(C(=O)NC=1C=NC=C(C1)C)=O 2-[(2S,3R,6S)-2,3-dimethyl-6-phenyl-1-piperidyl]-N-(5-methyl-3-pyridyl)-2-oxo-acetamide